C(C)(C)(C)OC(=O)N[C@H](C(=O)OC)C[C@@H]1OC2=C(N(C1=O)C)C=CC=C2 methyl (2S)-2-(tert-butoxycarbonylamino)-3-[(2S)-4-methyl-3-oxo-1,4-benzoxazin-2-yl]propanoate